benzyl 3'-oxo-7',7a'-dihydro-3'h-spiro[piperidine-4,2'-pyrrolo[2,1-b]oxazole]-1-carboxylate O=C1N2C(OC13CCN(CC3)C(=O)OCC3=CC=CC=C3)CC=C2